CC1=C(C=C(C=C1)CN1CCOCC1)NC(C1=CC=CC=C1)=O N-(2-methyl-5-(morpholinylmethyl)phenyl)benzamide